C(C1=CC=CC=C1)O[C@H]1C[C@@H]([C@@H](C1)NC(OC(C)(C)C)=O)O |r| tert-butyl N-[rac-(1R,2S,4R)-4-benzyloxy-2-hydroxy-cyclopentyl]carbamate